N-hydroxy-9-(5-oxo-5,6-dihydro-12H-[1,3]dioxolo[4',5':5,6]indolo[3,2-c]isoquinolin-12-yl)nonanamide ONC(CCCCCCCCN1C2=CC3=C(C=C2C=2NC(C4=CC=CC=C4C21)=O)OCO3)=O